6-[1-[4-(dimethylamino)cyclohexyl]triazol-4-yl]-4-[(3-fluoro-2-pyridyl)sulfanyl]pyrazolo[1,5-a]pyridine-3-carbonitrile CN(C1CCC(CC1)N1N=NC(=C1)C=1C=C(C=2N(C1)N=CC2C#N)SC2=NC=CC=C2F)C